tert-butyl 3-(6-oxo-5-azaspiro[2.4]heptan-5-yl)-6,7-dihydropyrazolo[1,5-a]pyrazine-5(4H)-carboxylate O=C1N(CC2(CC2)C1)C=1C=NN2C1CN(CC2)C(=O)OC(C)(C)C